N(=C=O)CC1=C(C=CC=C1)C 1-(isocyanatomethyl)-2-methylbenzene